4-(Benzo[c][1,2,5]thiadiazol-5-yl)-5-chloro-2-fluoroaniline N=1SN=C2C1C=CC(=C2)C2=CC(=C(N)C=C2Cl)F